3-amino-N-(3-methoxypropyl)-6-[3-methylimidazo[1,2-a]pyridin-6-yl]-5-(1,3-oxazol-2-yl)pyrazine-2-carboxamide NC=1C(=NC(=C(N1)C=1OC=CN1)C=1C=CC=2N(C1)C(=CN2)C)C(=O)NCCCOC